7-deaza-8-azapurine N1=CN=C2N=NCC2=C1